C(C(C)C)(=O)N1CC2=CC=C(C=C2CC1)S(=O)(=O)N[C@@H](C)C1=CC=C(C=C1)C(F)(F)F (S)-2-isobutyryl-N-(1-(4-(trifluoromethyl)phenyl)ethyl)-1,2,3,4-tetrahydroisoquinoline-6-sulfonamide